tert-butyl (tert-butoxycarbonyl)(3-iodopyridin-2-yl)carbamate C(C)(C)(C)OC(=O)N(C(OC(C)(C)C)=O)C1=NC=CC=C1I